OCCCCCCCCC(CCCCCCCCO)N(C(OCC1=CC=CC=C1)=O)CC1CCN(CC1)C benzyl (1,17-dihydroxyheptadecan-9-yl)((1-methylpiperidin-4-yl)methyl)carbamate